Diethyl (4-(8-(2-methylphenethyl)-2,6-dioxo-1-(prop-2-yn-1-yl)-1,2,6,7-tetrahydro-3H-purin-3-yl)butyl)phosphonate CC1=C(CCC2=NC=3N(C(N(C(C3N2)=O)CC#C)=O)CCCCP(OCC)(OCC)=O)C=CC=C1